NC1=NC=CC=C1C1=NC=2C(=NC(=CC2)C2=CC=CC=C2)N1C=1C=C2CC[C@@H](C2=CC1)NC(C1=C(C=C(C(=C1)C1OCCO1)OCC1=CC=CC=C1)Cl)=O N-[(1S)-5-[2-(2-aminopyridin-3-yl)-5-phenylimidazo[4,5-b]pyridin-3-yl]-2,3-dihydro-1H-inden-1-yl]-4-(benzyloxy)-2-chloro-5-(1,3-dioxolan-2-yl)benzamide